tert-butyl (7RS)-2-(4-fluorophenyl)-7-(methylcarbamoyl)-3-(pyridin-4-yl)-6,7-dihydropyrazolo[1,5-a]pyrazine-5(4H)-carboxylate FC1=CC=C(C=C1)C1=NN2C(CN(C[C@@H]2C(NC)=O)C(=O)OC(C)(C)C)=C1C1=CC=NC=C1 |r|